N-(tert-butoxycarbonyl)-1H-pyrazole-1-carboxamidine C(C)(C)(C)OC(=O)NC(=N)N1N=CC=C1